ClC=1C(N(C(=CC1OC([2H])([2H])C1=NC=C(C=C1F)F)C)C1=CC(=NC=C1C)N1N=C(C=C1)C(C)(C)OC)=O 3-chloro-4-((3,5-Difluoropyridin-2-yl)methoxy-d2)-2'-(3-(2-methoxypropan-2-yl)-1H-pyrazol-1-yl)-5',6-Dimethyl-2H-[1,4'-bipyridyl]-2-one